BrC1=CC=2[C@](C3=CC=CC=C3C2C=C1)(C(=O)N1[C@@H]2CC([C@H]([C@H]1C(=O)N[C@@H](C[C@@H]1C(NCCC1)=O)C#N)CC2)(F)F)O (1S,3S,4S)-2-((R)-2-bromo-9-hydroxy-9H-fluorene-9-carbonyl)-N-((S)-1-cyano-2-((R)-2-oxopiperidin-3-yl)ethyl)-5,5-difluoro-2-azabicyclo[2.2.2]octane-3-carboxamide